6-(3,5-dimethylpyrazol-1-yl)-2-[1-(5-ethylpyrimidin-2-yl)piperidin-4-yl]pyridazin-3-one CC1=NN(C(=C1)C)C=1C=CC(N(N1)C1CCN(CC1)C1=NC=C(C=N1)CC)=O